CC(CCCCCCCCCCCCC1C(=O)OC(C1)=O)CC 13-methylpentadecanyl-succinic anhydride